3,7-Diethyldibenzo[b,f][1,4]oxazepin-11(10H)-one C(C)C1=CC2=C(C(NC3=C(O2)C=C(C=C3)CC)=O)C=C1